3'-O-(N'-Methylanthraniloyl)guanosine-5'-O-monophosphate P(=O)(O)(O)OC[C@@H]1[C@H]([C@H]([C@@H](O1)N1C=NC=2C(=O)NC(N)=NC12)O)OC(C=1C(NC)=CC=CC1)=O